(E)-2-(but-2-en-1-yl)-1,1,5-trimethylcyclopentane C(\C=C\C)C1C(C(CC1)C)(C)C